(R)-6-chloro-3-((2R,3S,4R,5R)-3,4-dihydroxy-5-(4-methyl-7H-pyrrolo[2,3-d]pyrimidin-7-yl)tetrahydrofuran-2-yl)isoindolin-1-one ClC1=CC=C2[C@@H](NC(C2=C1)=O)[C@H]1O[C@H]([C@@H]([C@@H]1O)O)N1C=CC2=C1N=CN=C2C